heptenyl-methyldiethoxysilane C(=CCCCCC)[Si](OCC)(OCC)C